N-[4-fluoro-3-(trifluoromethyl)phenyl]-4-[2-[[1-(1H-imidazol-4-yl)-1-methyl-ethyl]amino]-2-oxo-acetyl]-1,3,5-trimethyl-pyrrole-2-carboxamide FC1=C(C=C(C=C1)NC(=O)C=1N(C(=C(C1C)C(C(=O)NC(C)(C)C=1N=CNC1)=O)C)C)C(F)(F)F